ClCCS(=O)(=O)C1=NN=C(S1)NC(C1=C(C=CC=C1)C(F)(F)F)=O N-(5-((2-chloroethyl)sulfonyl)-1,3,4-thiadiazol-2-yl)-2-(trifluoromethyl)benzamide